[Ho].ClC1=C2C=NNC2=CC=C1C[C@@H](CNC(C[C@@H](C1(CC1)C(F)(F)F)C=1C=NC=CC1)=O)N(C)C (R)-N-((S)-3-(4-chloro-1H-indazol-5-yl)-2-(dimethylamino)propyl)-3-(pyridin-3-yl)-3-(1-(trifluoromethyl)cyclopropyl)propanamide holmium